(2R)-N-[4-(3-Anilino-5-methyl-4-oxo-4,5-dihydro-1H-pyrrolo[3,2-c]pyridin-2-yl)pyridin-2-yl]-2-(4-fluorophenyl)propenamid N(C1=CC=CC=C1)C1=C(NC2=C1C(N(C=C2)C)=O)C2=CC(=NC=C2)NC(C(=C)C2=CC=C(C=C2)F)=O